ClC=1C(=C(C(=O)OC(C)(C)C)C(=CC1)C1CCC(CC1)(F)F)C tert-butyl 3-chloro-6-(4,4-difluorocyclohexyl)-2-methylbenzoate